CC1=C(NC=2N=CC=3C=CC(=CC3C21)C=2C=NN(C2)C)C2CCNCC2 1-methyl-8-(1-methyl-1H-pyrazol-4-yl)-2-(piperidin-4-yl)-3H-pyrrolo[2,3-c]isoquinoline